FC1=C(C(=C(C=C1OC)OC)F)N1C(N(C2=C(C1)C=NC1=C2C=CN1S(=O)(=O)N(C)C)CC)=O 3-(2,6-difluoro-3,5-dimethoxyphenyl)-1-ethyl-N,N-dimethyl-2-oxo-1,2,3,4-tetrahydro-7H-pyrrolo[3',2':5,6]pyrido[4,3-d]pyrimidine-7-sulfonamide